C(=O)O.CN1CC(C1)N1N=C(C(=C1)NC(=O)C=1OC(=CC1)C=1C=NNC1)C1=NC=CC=C1 N-{(1-Methylazetidin-3-yl)-3-(pyridine-2-yl)-1H-pyrazol-4-yl}-5-(1H-pyrazol-4-yl)furan-2-carboxamide, formate salt